Tributyltrimellitat C(CCC)C=1C(=C(C(=C(C1C(=O)[O-])C(=O)[O-])CCCC)C(=O)[O-])CCCC